5-methylthiazole-4-carbonitrile CC1=C(N=CS1)C#N